NCCNC(CCCOC1=C(C=C(C(=C1)N=O)CO)OC)=O N-(2-aminoethyl)-4-(4-(hydroxymethyl)-2-methoxy-5-nitrosophenoxy)butyramide